6-amino-3-(2-hydroxyethyl)-1,3,5-triazine-2,4(1H,3H)-dione NC1=NC(N(C(N1)=O)CCO)=O